[3-(6-Fluoroimidazo[1,2-a]pyridin-3-yl)-1-(2,2,2-trifluoroethyl)pyrazolo[4,3-c]pyridin-6-yl]-(3-endo-hydroxy-8-azabicyclo[3.2.1]octan-8-yl)methanon FC=1C=CC=2N(C1)C(=CN2)C2=NN(C1=C2C=NC(=C1)C(=O)N1C2CC(CC1CC2)O)CC(F)(F)F